1-[[[1-[3-[2-(7-chloro-2-quinolinyl)-ethenyl]-phenyl]-3-[2-(1-hydroxy-1-methylethyl)phenyl]propyl]thio]methyl]cyclopropaneacetic acid ClC1=CC=C2C=CC(=NC2=C1)C=CC=1C=C(C=CC1)C(CCC1=C(C=CC=C1)C(C)(C)O)SCC1(CC1)CC(=O)O